2-thiazolylethylamine C1=CSC(=N1)CCN